3-butylsulfonamide CCC(C)S(=O)(=O)N